O1C(CCC1)C1(SCCN1)C1SCCC1 Tetrahydrofuranyl-Tetrahydrothienyl-Thiazolidine